2-{3-[(2R,6S)-2,6-dimethylmorpholine-4-carbonyl]-5,6-dihydrocyclopenta[c]pyrazol-1(4H)-yl}-1-{4-[3-fluoro-4-(trifluoromethyl)phenyl]piperidin-1-yl}ethan-1-one C[C@@H]1CN(C[C@@H](O1)C)C(=O)C=1C2=C(N(N1)CC(=O)N1CCC(CC1)C1=CC(=C(C=C1)C(F)(F)F)F)CCC2